(R)-tert-butyl 4-(6-chloro-1-((2-(trimethylsilyl)ethoxy)methyl)-1H-indol-4-yl)-2-methylpiperazine-1-carboxylate ClC1=CC(=C2C=CN(C2=C1)COCC[Si](C)(C)C)N1C[C@H](N(CC1)C(=O)OC(C)(C)C)C